3-bromo-4-fluoro-5-(trimethylsilyl)pyridine methyl-4-(5-butylpicolinamido)-2-hydroxybenzoate hydrogen chloride Cl.COC(C1=C(C=C(C=C1)NC(C1=NC=C(C=C1)CCCC)=O)O)=O.BrC=1C=NC=C(C1F)[Si](C)(C)C